ethyl 6-chloro-3-(3-((6-fluoronaphthalen-1-yl)oxy)propyl)-7-(pyrazolo[1,5-a]pyrimidin-3-yl)-1H-indole-2-carboxylate ClC1=CC=C2C(=C(NC2=C1C=1C=NN2C1N=CC=C2)C(=O)OCC)CCCOC2=CC=CC1=CC(=CC=C21)F